IC1=C2CCC2=CC=C1 2-iodobicyclo[4.2.0]oct-1,3,5-triene